NC=1CCC([C@@](N1)(C(F)F)C=1C=C(C=CC1F)NC(=O)C1=NC=C(N=C1)OC([2H])([2H])[2H])(F)F (S)-N-(3-(6-amino-2-(difluoromethyl)-3,3-difluoro-2,3,4,5-tetrahydropyridin-2-yl)-4-fluorophenyl)-5-(methoxy-d3)pyrazine-2-carboxamide